epsilon-carboxy-ethyl-lysine C(=O)(O)C(CCC[C@H](NCC)C(=O)O)N